3-({[(4R)-7-(2-methylthiophene-3-yl)-3,4-dihydro-2H-1-benzopyran-4-yl]methyl}amino)pyridine-4-carboxylic acid methyl ester COC(=O)C1=C(C=NC=C1)NC[C@@H]1CCOC2=C1C=CC(=C2)C2=C(SC=C2)C